NCC1=C(C=CC(=C1F)Cl)O 2-(aminomethyl)-4-chloro-3-fluorophenol